N-(3-(3,4-dimethoxyphenyl)-1-(pyridin-2-yl)-1H-pyrazol-5-yl)acetamide COC=1C=C(C=CC1OC)C1=NN(C(=C1)NC(C)=O)C1=NC=CC=C1